3,4,5-trihydroxy-N-((4-phenylthiazol-2-yl)aminothio)benzamide OC=1C=C(C(=O)NSNC=2SC=C(N2)C2=CC=CC=C2)C=C(C1O)O